ClC=1C=C2CO[C@]3(O[C@@H]([C@H]([C@@H]([C@H]3O)O)O)C)C2=CC1CC1=CC=C(S1)CC(=O)NCC 2-(5-(((1S,3'R,4'S,5'S,6'R)-5-chloro-3',4',5'-trihydroxy-6'-methyl-3',4',5',6'-tetrahydro-3H-spiro[isobenzofuran-1,2'-pyran]-6-yl)methyl)thiophene-2-yl)-N-ethylacetamide